N-(4-((6-(1,1-difluoroethyl)-4-(2-methoxyethoxy)pyridin-2-yl)amino)-5-(1-methyl-1H-pyrazol-3-yl)pyridin-2-yl)acetamide sodium [Na].FC(C)(F)C1=CC(=CC(=N1)NC1=CC(=NC=C1C1=NN(C=C1)C)NC(C)=O)OCCOC